NCCOC1=CC=C(C=C1)C=1C(=CC(=C(C1)NC(=O)C=1C=NC(=CC1C(F)(F)F)OCC[Si](C)(C)C)N1C[C@@H](N([C@@H](C1)C)C)C)F |o1:38,40| N-[5-[4-(2-aminoethoxy)phenyl]-4-fluoro-2-[rel-(3S,5R)-3,4,5-trimethylpiperazin-1-yl]phenyl]-4-(trifluoromethyl)-6-(2-trimethylsilylethoxy)pyridine-3-carboxamide